C(C)(C)=C(C(C(CP(C1=CC=CC=C1)C1=CC=CC=C1)O)O)P(C1=CC=CC=C1)C1=CC=CC=C1 Isopropylidene-2,3-dihydroxy-1,4-bis(diphenylphosphino)butane